C1=CC=CC=2C3=CC=CC=C3C(C12)COC(=O)NCCC[C@H](C(=O)O)NC(CCCC1=CC=C(C=C1)I)=O (R)-5-((((9H-fluoren-9-yl)methoxy)carbonyl)amino)-2-(4-(4-iodophenyl)butanamido)pentanoic acid